O.CC1=CC=C(C=C1)S(=O)(=O)O.C(C1=CC=CC=C1)S(=O)(=O)NC(C(F)(F)F)=O N-toluenesulfonyl-trifluoroacetamide para-toluenesulfonate hydrate